2-(1H-pyrazol-3-yl)propan-2-ol N1N=C(C=C1)C(C)(C)O